CC1=C(C2=C(N=CN=C2NC2(CC2)C)O1)C(=O)N1CCN(CCC1)C1=NC=CC=C1 6-methyl-N-(1-methylcyclopropyl)-5-[4-(pyridin-2-yl)-1,4-diazacycloheptane-1-carbonyl]furo[2,3-d]pyrimidin-4-amine